CN(C(OC(C)(C)C)=O)C1CCC(CC1)O tert-butyl N-methyl-N-[(1r,4r)-4-hydroxycyclohexyl]carbamate